BrC=1C(=NC=C(C1)Br)NC(=S)NC(C1=CC=CC=C1)=O N-((3,5-dibromopyridin-2-yl)carbamothioyl)benzamide